O=C1NC(CCC1NC1=CC(=C(C=C1)C1CCN(CC1)CCC1CCN(CC1)C(=O)OC(C)(C)C)F)=O tert-butyl 4-(2-(4-(4-((2,6-dioxopiperidin-3-yl)amino)-2-fluorophenyl)piperidin-1-yl)ethyl)piperidine-1-carboxylate